C(C(=C)C)(=O)OCCC[Zr](OC)(CCCOC(C(=C)C)=O)CCCOC(C(=C)C)=O tri(3-methacryloxypropyl)methoxyzirconium(IV)